N1C(=NC2=C1C=CC=C2)C2=NNC=C2NC=2C=C1CCNC(C1=CN2)=O 6-((3-(1H-Benzo[d]imidazol-2-yl)-1H-pyrazol-4-yl)amino)-3,4-dihydro-2,7-naphthyridin-1(2H)-one